bis(2-ethylhexyl) 1-(2-ethylhexyl amino)-1-phenylmethylphosphonate C(C)C(CNC(C1=CC=CC=C1)P(OCC(CCCC)CC)(OCC(CCCC)CC)=O)CCCC